C(C)(C)OC1(OC=CCC1)C 2-isopropoxy-2-methyl-3,4-dihydropyran